(S)-2-(6-(2-(1H-indol-3-yl)ethylamino)-2-(5-fluoropyridin-3-yl)-9H-purin-9-yl)propan-1-ol N1C=C(C2=CC=CC=C12)CCNC1=C2N=CN(C2=NC(=N1)C=1C=NC=C(C1)F)[C@H](CO)C